2-(5-(bromomethyl)-2-chlorophenyl)acetic acid BrCC=1C=CC(=C(C1)CC(=O)O)Cl